(R)-2-((4-(methylsulfonyl)phenoxy)methyl)oxirane CS(=O)(=O)C1=CC=C(OC[C@@H]2OC2)C=C1